CN1C=NC2=C1C=NC=C2C2=CN=C(C(=N2)C(=O)N)NC2=CC=C(C=C2)N2CCOCC2 6-(3-methylimidazo[4,5-c]pyridin-7-yl)-3-(4-morpholinoanilino)pyrazine-2-carboxamide